butyl-triethylsilane C(CCC)[Si](CC)(CC)CC